OC1=C(C=C(C=C1)CC(=O)O)OC 2-(4-Hydroxy-3-methoxy-phenyl)acetic acid